4,4'-(2-Ethyl-2-nitrotrimethylene)dimorpholine C(C)C(CN1CCOCC1)(CN1CCOCC1)[N+](=O)[O-]